ClC1=CC(=NC2=CC=C(C=C12)F)CC(=O)N 4-chloro-6-fluoro-2-quinolineacetamide